2-(4-cyclopropyl-6-methoxy-pyrimidin-5-yl)-3-[[6-[1-cyclopropyl-4-(trifluoromethyl)imidazol-2-yl]-5-fluoro-3-pyridyl]methyl]-6-methoxy-pteridin-4-one C1(CC1)C1=NC=NC(=C1C1=NC2=NC=C(N=C2C(N1CC=1C=NC(=C(C1)F)C=1N(C=C(N1)C(F)(F)F)C1CC1)=O)OC)OC